Cl.S1C(=NC2=C1C=CC=C2)C(CC2=CC(=CC=C2)C(N)=N)NS(=O)(=O)C=2C=C(C=CC2)NC(=O)C2=CC=NN2 N-[3-[[1-(1,3-benzothiazol-2-yl)-2-(3-carbamimidoylphenyl)ethyl]sulfamoyl]phenyl]-1H-pyrazole-5-carboxamide hydrochloride